ClC=1C(N(C(=CC1OCC1=NC=C(C=C1F)F)C([2H])([2H])[2H])C1=CC(=NC=C1C)C=1N=C(SC1)C(C)(C)O)=O 3-chloro-4-((3,5-difluoropyridin-2-yl)methoxy)-2'-(2-(2-Hydroxypropane-2-yl)thiazol-4-yl)-5'-methyl-6-(methyl-d3)-2H-[1,4'-bipyridine]-2-one